(2S,3R)-N-((S)-1-amino-1-oxo-3-((S)-2-oxopyrrolidin-3-yl)propan-2-yl)-1-(4-methoxy-1H-indole-2-carbonyl)-3-phenylpyrrolidine-2-carboxamide NC([C@H](C[C@H]1C(NCC1)=O)NC(=O)[C@H]1N(CC[C@@H]1C1=CC=CC=C1)C(=O)C=1NC2=CC=CC(=C2C1)OC)=O